NCCNCCS(=O)(=O)O N-(2-aminoethyl)-2-Aminoethanesulphonic Acid